6,7-dimethoxy-2-methyl-N-[(1R)-1-(2'-propoxybiphenyl-3-yl)ethyl]quinazolin-4-amine COC=1C=C2C(=NC(=NC2=CC1OC)C)N[C@H](C)C=1C=C(C=CC1)C1=C(C=CC=C1)OCCC